C(OC(C)(C)OOC(C)(C)CC(C)(C)C)([O-])=O t-octylperoxyisopropyl monocarbonate